OCCOC1=C(C=C(C=C1C)C1=NC2=CC=C(C=C2C(N1)=O)CN1CCOCC1)C 2-[4-(2-hydroxyethoxy)-3,5-dimethylphenyl]-6-morpholin-4-ylmethyl-3H-quinazolin-4-one